[Sb](Cl)(Cl)Cl stibium chloride